OC1(COC1)C#CC1=CC2=C(OC[C@@H](C(N2C)=O)NC(C2=NC=CC(=C2)CC=2N=C(SC2)C(F)(F)F)=O)C=C1 (S)-N-(7-((3-hydroxyoxetan-3-yl)ethynyl)-5-methyl-4-oxo-2,3,4,5-tetrahydrobenzo[b][1,4]oxazepin-3-yl)-4-((2-(trifluoromethyl)thiazol-4-yl)methyl)picolinamide